FC1=C2C=CN(C2=C(C=C1)C(=O)NC1CC2(CCC2)C1)CC1=CC(=C(C=C1)C1=CC=CC=C1)F (Sa)-6-(4-Fluoro-1-((2-fluoro-[1,1'-biphenyl]-4-yl)methyl)-1H-indol-7-carboxamido)spiro-[3.3]heptan